C(C)(C)(C)OC(=O)N1[C@H](CC(C1)=O)C(N(C)C)=O (R)-2-(dimethylcarbamoyl)-4-oxopyrrolidine-1-carboxylic acid tert-butyl ester